C(#N)C=1C=CC=C2NC[C@@H](NC12)[C@@H](C1=CC=CC=C1)NC[C@@H](C)C=1C=CC(=C(C1)CC(=O)O)F |o1:21| 2-(5-((S or R)-1-(((R)-((R)-8-cyano-1,2,3,4-tetrahydroquinoxalin-2-yl)(phenyl)methyl)amino)propan-2-yl)-2-fluorophenyl)acetic acid